O=C1COO1 4-Oxo-dioxet